(1-Ethyl-7-(methoxy-d3)-1H-indazol-6-yl)carbamic acid tert-butyl ester C(C)(C)(C)OC(NC1=CC=C2C=NN(C2=C1OC([2H])([2H])[2H])CC)=O